BrC1=CC=C(C=C1)CON=C(C)C=1C=C(OCC(=O)NCCC=2NC=CN2)C=CC1 2-{3-[N-(4-bromophenyl)methoxyethanimidoyl]phenoxyl}-N-[2-(1H-imidazol-2-yl)ethyl]acetamide